FC(C=1C=C(C=C(C1)C(F)(F)F)NC1=NOC2=C1C=C(C=C2)F)(F)F N-(3,5-bis(trifluoromethyl)phenyl)-5-fluorobenzo[d]isoxazol-3-amine